azidophenyloxazole N(=[N+]=[N-])C=1N=C(OC1)C1=CC=CC=C1